FC(S(=O)(=O)OC1=CCC(CC1)C(F)(F)F)(F)F 4-(trifluoromethyl)-cyclohex-1-enyl trifluoromethanesulfonate